2,2,2-Trifluoroethyl 2-[[2,6-difluoro-4-(trifluoromethyl)phenyl]methyl-methyl-amino]-2-oxo-acetate FC1=C(C(=CC(=C1)C(F)(F)F)F)CN(C(C(=O)OCC(F)(F)F)=O)C